(1S,2S)-N-(7-chloro-6-(1-((3R,4R)-4-fluoro-3-methyltetrahydrofuran-3-yl)piperidin-4-yl)isoquinolin-3-yl)-5-ethoxyspiro[2.3]hexane-1-carboxamide ClC1=C(C=C2C=C(N=CC2=C1)NC(=O)[C@H]1CC12CC(C2)OCC)C2CCN(CC2)[C@@]2(COC[C@@H]2F)C